4,4'-((octane-1,8-diylbis(oxy))bis(6-methylheptane-6,2-diyl))bis(1,3-dioxolan-2-one) C(CCCCCCCOC(CCCC(C)C1OC(OC1)=O)(C)C)OC(CCCC(C)C1OC(OC1)=O)(C)C